Diethylaminohydroxybenzene hexyl-formyl-benzoate C(CCCCC)C=1C(=C(C(=O)O)C=CC1)C=O.C(C)N(CC)C1=C(C=CC=C1)O